[1,7]Naphthyridin-7-amine N1=CC=CC2=CCN(C=C12)N